ClC1=CC=C(C=C1)[C@@H](C)NC (1R)-1-(4-chlorophenyl)-N-methylethylamine